C(CCCC)NC(=O)NC1=CC=C(C=C1)C1=CC2=C(N(C(=N2)C(F)(F)F)C2=CC=CC=C2)C=C1 1-pentyl-3-(4-(1-phenyl-2-(trifluoromethyl)-1H-benzoimidazol-5-yl)phenyl)urea